(S)-2-(2,4-dichlorophenoxy)propanoic acid ClC1=C(O[C@H](C(=O)O)C)C=CC(=C1)Cl